(S)-5-(2,2-difluoro-4-methylpentanoyl)-N-((S)-3-oxo-1-((S)-2-oxopyrrolidin-3-yl)-4-(trifluoromethoxy)butan-2-yl)-5-azaspiro[2.4]heptane-6-carboxamide FC(C(=O)N1CC2(CC2)C[C@H]1C(=O)N[C@@H](C[C@H]1C(NCC1)=O)C(COC(F)(F)F)=O)(CC(C)C)F